1-((4-bromo-3-methylphenyl)sulfonyl)-4,4-difluoropyrrolidine-2-carboxamide BrC1=C(C=C(C=C1)S(=O)(=O)N1C(CC(C1)(F)F)C(=O)N)C